FC=1C=CC2=C(NC(=NS2(=O)=O)NCC2=NC=CC=C2F)C1[C@H](C)C1=CC=C(C=C1)F (R)-6-fluoro-5-(1-(4-fluorophenyl)ethyl)-3-(((3-fluoropyridin-2-yl)methyl)amino)-4H-benzo[e][1,2,4]thiadiazine 1,1-dioxide